(1S,3S)-N-isonicotinoyl-1-methyl-2,3,4,9-tetrahydropyridino[3,4-b]indol C(C1=CC=NC=C1)(=O)N1[C@H](C=2NC3=CC=CC=C3C2CC1)C